FC1=CC=C(C=C1)N1N=C2CCCCC2=C1C1=NC(=NC=C1)N 4-(2-(4-fluorophenyl)-4,5,6,7-tetrahydro-2H-indazol-3-yl)pyrimidin-2-amine